2-ethoxycarbonyl-1,N'-dimethyluronium hexafluorophosphate F[P-](F)(F)(F)(F)F.C(C)OC(=O)OC(=[NH+]C)NC